5-(5-bromo-4H-1,2,4-triazol-3-yl)-5-(2,3,4-trifluorophenyl)pentan-1-ol BrC=1NC(=NN1)C(CCCCO)C1=C(C(=C(C=C1)F)F)F